CN1N=CC(=C1)C=1N=C(C=2N(C1)N=CC2C(F)(F)F)O[C@H]2CCN(CCC2)C(=O)OC(C)(C)C tert-butyl (4R)-4-[6-(1-methylpyrazol-4-yl)-3-(trifluoromethyl)pyrazolo[1,5-a]pyrazin-4-yl]oxyazepane-1-carboxylate